C(C=CC1=CC=CC=C1)(=O)NCCCCOC(\C(=C\C)\C)=O (E)-2-methylbutan-2-enoic acid 4-cinnamoylaminobutyl ester